C1(CC1)C1=NC=NC(=C1C1=NC=C2N=C(N(C2=N1)CC1=CC=C(C=C1)C=1N(C=C(N1)C(F)(F)F)C)NCC)OC 2-(4-cyclopropyl-6-methoxy-pyrimidin-5-yl)-N-ethyl-9-[[4-[1-methyl-4-(trifluoromethyl)imidazol-2-yl]phenyl]methyl]purin-8-amine